tert-butyl 5-[7-(2-methoxy-4,6-dimethyl-phenyl)-4-methyl-1,8-naphthyridin-2-yl]-3,6-dihydro-2H-pyridine-1-carboxylate COC1=C(C(=CC(=C1)C)C)C1=CC=C2C(=CC(=NC2=N1)C1=CCCN(C1)C(=O)OC(C)(C)C)C